4-chloro-1-(phenylsulfonyl)-2,3-dihydro-1H-pyrrolo[2,3-b]pyridin-5-carbonitrile ClC1=C2C(=NC=C1C#N)N(CC2)S(=O)(=O)C2=CC=CC=C2